ClC1=C(C=2N=C(N=CC2C(=N1)N(CCC=1C=C(C=CC1)S(=O)(=O)O)C)SC)F 3-(2-{[7-chloro-8-fluoro-2-(methylsulfanyl)pyrido[4,3-d]pyrimidin-5-yl](methyl)amino}ethyl)benzenesulfonic acid